4-[2,3-dichloro-6-(prop-2-en-1-yloxy)phenyl]-1-(3-methylidenecyclobutyl)pyrrolidin-2-one ClC1=C(C(=CC=C1Cl)OCC=C)C1CC(N(C1)C1CC(C1)=C)=O